C(C=CC1=CC=CC=C1)[Pd](Cl)=C1N(C=C2N1C(=CC=C2)C2=C(C=CC=C2C(C)C)C(C)C)C2=C(C=C(C=C2C)C)C cinnamyl-[5-(2,6-diisopropylphenyl)-2-mesitylimidazo[1,5-a]pyridin-3-ylidene]chloropalladium